C(C)N1C(=NC(=C1)C(F)(F)F)C=1C(=NN2C1NC(CC2)=O)CC2=CC=CC=C2 1-ethyl-4-(trifluoromethyl)-1H-imidazol-2-yl-(benzyl)-6,7-dihydropyrazolo[1,5-a]pyrimidin-5(4H)-one